N,N-Di-n-butyl-aminomethyl-triethoxysilan C(CCC)N(CCCC)C[Si](OCC)(OCC)OCC